1-[[3-[(1s,5r)-3-azabicyclo[3.1.0]hexane-6-yl]-1,2,4-oxadiazol-5-yl]methyl]-7-methyl-purin-6-one [C@@H]12CNC[C@H]2C1C1=NOC(=N1)CN1C=NC=2N=CN(C2C1=O)C